C(C)C=1C=2CC[C@H]3N(C2N=CC1CC1OCCCC1)CCNC3 (6aR)-4-ethyl-3-((tetrahydro-2H-pyran-2-yl)methyl)-6,6a,7,8,9,10-hexahydro-5H-pyrazino[1,2-a][1,8]naphthyridine